BrCC1=C(C=CC(=C1)Cl)Cl 1-(bromomethyl)-2,5-dichlorobenzene